FC1=CC=C(C=C1)NC1=C2C=CN(C2=C(C=C1)C(=O)NCC1=C(C(=O)O)C=CC=C1)CC1=CC2=CC=CC=C2C=C1 ((4-((4-fluorophenyl)amino)-1-(naphthalen-2-ylmethyl)-1H-indole-7-carboxamido)methyl)benzoic acid